ClC=1C=NC(=NC1)CC=1C(=NC(=NC1)CO)C1=CC(=C(C=C1)F)F [5-[(5-chloropyrimidin-2-yl)methyl]-4-(3,4-difluorophenyl)-pyrimidin-2-yl]methanol